(S)-1-(3-(dimethylamino)piperidin-1-yl)-3-(1-isopropyl-1H-imidazol-2-yl)propan-1-one CN([C@@H]1CN(CCC1)C(CCC=1N(C=CN1)C(C)C)=O)C